C(#N)C1=CC(=C(C=C1)NS(=O)(=O)C1=CNC(=C1)C1=COC=C1)F N-(4-cyano-2-fluorophenyl)-5-(furan-3-yl)-1H-pyrrole-3-sulfonamide